C(#N)/C(/C(=O)N1CC(N(CC1)C1=CC=C(O1)CCC(=O)O)=O)=C/C1CC1 (Z)-3-(5-(4-(2-cyano-3-cyclopropylacryloyl)-2-oxopiperazin-1-yl)furan-2-yl)propionic acid